CN(CC#CC(=O)N[C@H]1CN(CCC1)CC1=CC(=NC=C1)C(=O)NC1=CC=C(C=C1)C1=CC2=C(N=CN=C2N2CCOCC2)N1)C (R)-4-((3-(4-(dimethylamino)but-2-ynamido)piperidin-1-yl)methyl)-N-(4-(4-morpholino-7H-pyrrolo[2,3-d]pyrimidin-6-yl)phenyl)picolinamide